benzotriazol-1-yl-oxy-tris-(dimethylamino)-phosphonium hexafluorophosphate F[P-](F)(F)(F)(F)F.N1(N=NC2=C1C=CC=C2)O[P+](N(C)C)(N(C)C)N(C)C